(1S,3S)-3-((2-methyl-6-(1-methyl-5-((((p-tolyloxy)carbonyl)amino)methyl)-1H-1,2,3-triazol-4-yl)pyridin-3-yl)oxy)cyclohexane-1-carboxylic acid CC1=NC(=CC=C1O[C@@H]1C[C@H](CCC1)C(=O)O)C=1N=NN(C1CNC(=O)OC1=CC=C(C=C1)C)C